4-((2S,5R)-4-(Bis(4-fluorophenyl)methyl)-2,5-dimethylpiperazin-1-yl)-2-methyl-1-(((S)-tetrahydrofuran-2-yl)methyl)-1H-[1,2,4]triazolo[3,4-b]purine FC1=CC=C(C=C1)C(N1C[C@@H](N(C[C@H]1C)C=1C=2N=C(N(C2N2C(N1)=NN=C2)C[C@H]2OCCC2)C)C)C2=CC=C(C=C2)F